C(C1=CC=CC=C1)OC1=NC(=CC=C1N1CC(CCC1)N(C(OC(C)(C)C)=O)CC1CCC1)CN1N=NC(=C1)C1=C2C=NN(C2=CC(=C1)OC)C1OCCCC1 tert-butyl N-[1-[2-benzyloxy-6-[[4-(6-methoxy-1-tetrahydropyran-2-yl-indazol-4-yl)triazol-1-yl]methyl]-3-pyridyl]-3-piperidyl]-N-(cyclobutylmethyl)carbamate